BrCCS(=O)(=O)NC=1C=C(C[C@H](N)C(=O)O)C=CC1 m-((2-bromoethyl)sulfonamido)-L-phenylalanine